COC=1C=C(C=2N(C1)C=C(N2)[C@@H](C)NC2=CC(=NC=N2)NC(=O)[C@@H]2[C@H](C2)C2=NC=CC(=N2)C)N2C(N(C(C2)=O)C)=O (1S,2S)-N-(6-(((R)-1-(6-methoxy-8-(3-methyl-2,4-dioxoimidazolidin-1-yl)imidazo[1,2-a]pyridin-2-yl)ethyl)amino)pyrimidin-4-yl)-2-(4-methylpyrimidin-2-yl)cyclopropane-1-carboxamide